C1(CCCC1)N1[C@@H](C(N(C=2C=NC(=NC12)NC1=C(C=C(C(=O)NC2CC(C2)CC2CCN(CC2)C(=O)OC(C)(C)C)C=C1)OC)C)=O)CC tert-butyl 4-[[3-[[4-[[(7R)-8-cyclopentyl-7-ethyl-5-methyl-6-oxo-7H-pteridin-2-yl]amino]-3-methoxy-benzoyl]amino]cyclobutyl]methyl]piperidine-1-carboxylate